O1C(CCCC1)N1C=2C=CC=3OCCOCCCCN4N=CC(C(=N1)C2C3)=C4 18-(oxan-2-yl)-10,13-dioxa-4,5,18,19-tetraazatetracyclo[12.5.2.12,5.017,20]docosa-1(19),2(22),3,14(21),15,17(20)-hexaene